Benzyl (((cis-3-(2-amino-6-methoxy-9H-purin-9-yl)cyclobutyl)methoxy)(phenoxy)phosphoryl)-L-alaninate NC1=NC(=C2N=CN(C2=N1)[C@H]1C[C@H](C1)COP(=O)(OC1=CC=CC=C1)N[C@@H](C)C(=O)OCC1=CC=CC=C1)OC